6-(tetrahydrofuran-3-yl)pyrazolo[1,5-a]pyridine O1CC(CC1)C=1C=CC=2N(C1)N=CC2